ethyl acetate HCl Cl.C(C)(=O)OCC